The molecule is the L-enantiomer of leucinate. It has a role as an Escherichia coli metabolite, a Saccharomyces cerevisiae metabolite and a plant metabolite. It is a leucinate and a L-alpha-amino acid anion. It is a conjugate base of a L-leucine. It is an enantiomer of a D-leucinate. CC(C)C[C@@H](C(=O)[O-])N